1-(2,4,5-trifluorobenzyl)-6-(6-bromo-2-methyl-2H-indazol-5-ylamino)-3-((1-methyl-1H-1,2,4-triazol-3-yl)methyl)pyrimidine-2,4(1H,3H)-dione FC1=C(CN2C(N(C(C=C2NC2=CC3=CN(N=C3C=C2Br)C)=O)CC2=NN(C=N2)C)=O)C=C(C(=C1)F)F